FC1=CC(=C(OCCN)C=C1)C 2-(4-fluoro-2-methylphenoxy)ethan-1-amine